di(oxetane-3-yl)methylmethyl-i-propyl-oxysilane O1CC(C1)C(C1COC1)[SiH](OC(C)C)C